ethyl 2,4-dioxo-4-phenylbutyrate O=C(C(=O)OCC)CC(C1=CC=CC=C1)=O